C(C=C)[C@@H]1C2CC[C@@H](CN1C1=NC(=NC3=C(C=C(C(=C13)Br)F)F)OC[C@]13CCCN3C[C@@H](C1)F)N2CC2=CC=CC=C2 4-((7R,2R,5S)-2-allyl-8-benzyl-3,8-diazabicyclo[3.2.1]octan-3-yl)-5-bromo-6,8-difluoro-2-(((2R,7aS)-2-fluorotetrahydro-1H-pyrrolizin-7a(5H)-yl)methoxy)quinazoline